2-(5-(8,9-dihydro-7H-cyclopenta[c][1,2,4]triazolo[1,5-a]pyridin-6-yl)-4-isopropyl-3-methyl-6H-thieno[2,3-b]pyrrol-2-yl)-5-oxa-8-azaspiro[3.5]nonane N=1C=NN2C1C1=C(C(=C2)C2=C(C3=C(N2)SC(=C3C)C3CC2(C3)OCCNC2)C(C)C)CCC1